2-chloro-6-(hydroxymethyl)pyridin-3-ol ClC1=NC(=CC=C1O)CO